4-(6-((2,4-dichlorobenzofuran-7-yl)methoxy)pyridin-2-yl)piperidine-1-carboxylic acid tert-butyl ester C(C)(C)(C)OC(=O)N1CCC(CC1)C1=NC(=CC=C1)OCC1=CC=C(C=2C=C(OC21)Cl)Cl